4-Chlorophenoxyacetic acid ClC1=CC=C(OCC(=O)O)C=C1